bismaleimide ethyl-acetate C(C)OC(C)=O.C1(C=CC(N1)=O)=O.C1(C=CC(N1)=O)=O